3-{4-[1-(hydroxyimino)-ethyl]phenyl}-1-phenyl-urea ON=C(C)C1=CC=C(C=C1)NC(NC1=CC=CC=C1)=O